L-alanine cyclopentylmethyl ester C1(CCCC1)COC([C@@H](N)C)=O